7-(5,7-Dimethylfuro[2,3-c]pyridin-2-yl)-5-fluoro-3-(piperidin-4-yl)cinnoline hydrochloride Cl.CC=1C=C2C(=C(N1)C)OC(=C2)C2=CC(=C1C=C(N=NC1=C2)C2CCNCC2)F